NC1=CC=C(C=C1)N(CCN(C1=CC=C(C=C1)N)C)C N,N'-bis(4-aminophenyl)-dimethylethylenediamine